N-[2-(hydroxymethyl)-3-[4-(trifluoromethyl)phenyl]propyl]-2-(2-methoxyethoxymethyl)morpholine-4-carboxamide OCC(CNC(=O)N1CC(OCC1)COCCOC)CC1=CC=C(C=C1)C(F)(F)F